5-(4-(cyanomethoxy)-2,3-difluorophenyl)-1-methyl-N-(3-methyl-4-(piperazine-1-carbonyl)phenyl)-1H-imidazole-2-carboxamide C(#N)COC1=C(C(=C(C=C1)C1=CN=C(N1C)C(=O)NC1=CC(=C(C=C1)C(=O)N1CCNCC1)C)F)F